C(=C)=C1CC1 vinylidenecyclopropane